N[C@@H]1[C@@H]2[C@@H]([C@@H]2C[C@H]1OCC1=CC=C(C=C1)F)F (1R,2R,3R,5R,6R)-2-amino-6-fluoro-3-[(4-fluorophenyl)methoxy]bicyclo[3.1.0]hexane